FC(C(=O)[O-])(F)F.[Zn+2].FC(C(=O)[O-])(F)F zinc(II) trifluoroacetate